(6-bromoquinolin-3-yl)methanol BrC=1C=C2C=C(C=NC2=CC1)CO